N-(6-bromopyridin-2-yl)-2-azabicyclo[3.1.0]Hexane-3-carboxamide hydrochloride Cl.BrC1=CC=CC(=N1)NC(=O)C1NC2CC2C1